CC1=CC=C(C=C1)S(=O)(=O)N[C@@H]1CNC[C@H]1OCCC1=CC=C(C=C1)C(F)(F)F trans-4-methyl-N-(4-(4-(trifluoromethyl)phenethoxy)pyrrolidin-3-yl)benzenesulfonamide